(±)-1-fluoro-N-(5-(pyridin-4-yl)-1,3,4-thiadiazol-2-yl)-6,7,8,9-tetrahydro-5H-5,8-epiminocyclohepta[c]pyridine-10-carboxamide FC1=NC=CC2=C1CC1CCC2N1C(=O)NC=1SC(=NN1)C1=CC=NC=C1